BrC1=C(C=C2C(=NC(=NC2=C1F)OC[C@@]12CCCN2C[C@@H](C1)F)N1C[C@H](N(C[C@@H]1C)C(=O)OC(C)(C)C)C)C(F)(F)F tert-butyl (2R,5S)-4-(7-bromo-8-fluoro-2-(((2R,7aR)-2-fluorotetrahydro-1H-pyrrolizin-7a(5H)-yl)methoxy)-6-(trifluoromethyl)quinazolin-4-yl)-2,5-dimethylpiperazine-1-carboxylate